C(C)(C)(C)OC(=O)N(C(OC(C)(C)C)=O)C1=NOC2=NC(=CC(=C21)OC)C2=CSC=C2 tert-butyl (tert-butoxycarbonyl)(4-methoxy-6-(thiophen-3-yl)isoxazolo[5,4-b]pyridin-3-yl)carbamate